4-(3-bromo-N-methyl-anilino)-7-chloro-1H-quinazolin-2-one BrC=1C=C(N(C)C2=NC(NC3=CC(=CC=C23)Cl)=O)C=CC1